3-(2-methoxyphenyl)-1-phenylprop-2-en-1-one O-acetyl oxime C(C)(=O)ON=C(C=CC1=C(C=CC=C1)OC)C1=CC=CC=C1